2-methoxy-5-[[2-[(2S,5S)-5-methyl-2-phenyl-1-piperidyl]-2-oxo-acetyl]amino]pyridine-3-carboxamide COC1=NC=C(C=C1C(=O)N)NC(C(=O)N1[C@@H](CC[C@@H](C1)C)C1=CC=CC=C1)=O